O1C(=NC2=C1C=CC=C2)C2(CCN(CC2)C2=C(C(N(C1=CC(=CC=C21)C(F)(F)F)C)=O)C#N)C 4-[4-(1,3-Benzooxazol-2-yl)-4-methylpiperidin-1-yl]-1-methyl-2-oxo-7-(trifluoromethyl)-1,2-dihydroquinoline-3-carbonitrile